dichlorobis(cyclopentadienyl)tungsten(IV) Cl[W](C1C=CC=C1)(C1C=CC=C1)Cl